CN1CCN(CC1)CCCCCCOC1=CC=C2C=C(C(OC2=C1)=NO)C(C)=O 7-[6-(4-methyl-1-piperazinyl)hexyloxy]-3-acetylcoumarin oxime